2-((1S,2R)-1-(2-chlorophenyl)-1-(5-methyl-1,3,4-oxadiazol-2-yl)propan-2-yl)-5-hydroxy-N-(isoxazol-4-yl)-1-methyl-6-oxo-1,6-dihydropyrimidine-4-carboxamide ClC1=C(C=CC=C1)[C@H]([C@@H](C)C=1N(C(C(=C(N1)C(=O)NC=1C=NOC1)O)=O)C)C=1OC(=NN1)C